Rac-5-chloro-2-(1-((cis)-2-((2-(2,6-dioxopiperidin-3-yl)-1-oxoisoindolin-5-yl)oxy)cyclopentyl)azetidin-3-yl)benzonitrile ClC=1C=CC(=C(C#N)C1)C1CN(C1)[C@H]1[C@H](CCC1)OC=1C=C2CN(C(C2=CC1)=O)[C@H]1C(NC(CC1)=O)=O |&1:29|